tert-butyl (3S)-3-(benzyloxycarbonylamino)-5-oxo-pentanoate C(C1=CC=CC=C1)OC(=O)N[C@H](CC(=O)OC(C)(C)C)CC=O